FC(C(CC(CC(I)(F)F)(F)F)(F)F)(F)F 1,1,1,2,2,4,4,6,6-nonafluoro-6-iodohexane